2-(2-chloroethyl)oxirane ClCCC1OC1